C1(CC1)C1=CC=C2C(NC(N(C2=C1)C1=NC=CN=C1C(F)(F)F)=O)=O 7-cyclopropyl-1-(3-(trifluoromethyl)pyrazin-2-yl)quinazolin-2,4(1H,3H)-dione